2-(2-chloro-4-fluoro-phenyl)oxazole-5-carboxylic acid ClC1=C(C=CC(=C1)F)C=1OC(=CN1)C(=O)O